ClC1=NC(=C(C=C1C(=O)O)F)Cl 2,6-dichloro-5-fluoro-3-picolinic acid